O1C2=C(OCC1)C=C(C=C2)/C=C/C(=O)N2C(C=CC2)=O (E)-1-(3-(2,3-dihydrobenzo[b][1,4]dioxin-6-yl)acryloyl)-1H-pyrrol-2(5H)-one